CC1=CC=C(C=C1)S(=O)(=O)OC[C@@H]1CN(CCC1)C(=O)OC(C)(C)C tert-butyl (3S)-3-{[(4-methylbenzenesulfonyl)oxy]methyl}piperidine-1-carboxylate